4-cyano-4'-nonoxybiphenyl C(#N)C1=CC=C(C=C1)C1=CC=C(C=C1)OCCCCCCCCC